N-(4-amino-1-((2-(trimethylsilyl)ethoxy)methyl)-1H-pyrazolo[4,3-c]pyridin-7-yl)-2-((2R,5S)-5-methyl-2-(naphthalen-2-yl)piperidin-1-yl)-2-oxoacetamide NC1=NC=C(C2=C1C=NN2COCC[Si](C)(C)C)NC(C(=O)N2[C@H](CC[C@@H](C2)C)C2=CC1=CC=CC=C1C=C2)=O